4-(((2,2-difluorocyclopropyl)methyl)sulphonamido)-N-(2-(4,4-difluoropiperidin-1-yl)-6-methylpyrimidin-4-yl)-2-(6-azaspiro[2.5]oct-6-yl)benzamide FC1(C(C1)CS(=O)(=O)NC1=CC(=C(C(=O)NC2=NC(=NC(=C2)C)N2CCC(CC2)(F)F)C=C1)N1CCC2(CC2)CC1)F